5-Nitro-1-(tetrahydro-2H-pyran-2-yl)-1H-indazole [N+](=O)([O-])C=1C=C2C=NN(C2=CC1)C1OCCCC1